IC=1C=C(C(=NC1)NC(CC)C1=CC(=C(C=C1)OCC=1C=NC(=CC1)C(F)(F)F)OC)N 5-iodo-N2-(1-(3-methoxy-4-((6-(trifluoromethyl)pyridin-3-yl)methoxy)phenyl)propyl)pyridine-2,3-diamine